OC1CCC(CC1)NC1=NC=C(C=N1)C1=C2C=C(C(=CC2=CC2=C1C(OC2)=O)OC)OC 9-(2-(((1r,4r)-4-hydroxycyclohexyl)amino)pyrimidin-5-yl)-6,7-dimethoxynaphtho[2,3-c]furan-1(3H)-one